(1R,9S)-6-(2-fluoro-5-hydroxyphenyl)-12-(2-propanyl)-4-(2-(2-propenoyl)-2,6-diazaspiro[3.4]octan-6-yl)-3,12-diazatricyclo[7.2.1.02,7]dodeca-2,4,6-triene-5-carbonitrile FC1=C(C=C(C=C1)O)C=1C(=C(N=C2[C@H]3CC[C@@H](CC12)N3C(C)C)N3CC1(CN(C1)C(C=C)=O)CC3)C#N